6-chloro-5-fluoro-2,3-dihydro-1H-indene-4-carboxylic acid ClC=1C(=C(C=2CCCC2C1)C(=O)O)F